CN(C1(CCC2(CN(C(N2)=O)C=2C=NC=CC2CS(=O)(=O)C)CC1)C1=CC=CC=C1)C cis-8-dimethylamino-3-[4-(methylsulfonyl-methyl)-pyridin-3-yl]-8-phenyl-1,3-diazaspiro[4.5]decan-2-one